2,8-diazaspiro[4.5]decane-4-carboxylate C1NCC(C12CCNCC2)C(=O)[O-]